Cl.ClC=1C(NC(NC1CN1C(CCC1)=N)=O)=O 5-chloro-6-[(2-iminopyrrolidin-1-yl)methyl]-2,4(1H,3H)-pyrimidinedione hydrochloride